SC1=NN=NN1C 5-mercapto-1-Methyltetrazole